1-(4-bromo-2,2-dimethyl-2,3-dihydrobenzofuran-7-yl)-3-(5-(1-(trifluoromethyl)cyclopropyl)isoxazol-3-yl)urea BrC1=CC=C(C2=C1CC(O2)(C)C)NC(=O)NC2=NOC(=C2)C2(CC2)C(F)(F)F